CN(C(=O)C=1OC(=CC1)C=1C=NN(C1)C1=CC=CC=C1)C1CCOCC1 N-methyl-N-(oxan-4-yl)-5-(1-phenyl-1H-pyrazol-4-yl)furan-2-carboxamide